1-(6-benzyloxy-2-pyridyl)-4-methyl-piperazine C(C1=CC=CC=C1)OC1=CC=CC(=N1)N1CCN(CC1)C